benzofuraneselon O1C(CC2=C1C=CC=C2)=[Se]